C(=O)OC(C)C isopropanol formate